methyl-4-phenyl-pyrido[3,2-b]indole CC=1C=C(C=2NC=3C=CC=CC3C2N1)C1=CC=CC=C1